CN1CC2=C(CC1)SC(=N2)C(=O)O 5-Methyl-4,5,6,7-tetrahydrothiazolo[4,5-c]pyridine-2-carboxylic acid